tert-butyl N-[1-[4-(2,6-dibenzyloxy-3-pyridyl)-2,3-dihydro-1,4-benzoxazin-8-yl]-4-piperidyl]-N-methyl-carbamate C(C1=CC=CC=C1)OC1=NC(=CC=C1N1CCOC2=C1C=CC=C2N2CCC(CC2)N(C(OC(C)(C)C)=O)C)OCC2=CC=CC=C2